COC1=C(C=CC=C1)C1(NC=2C=CC3=C(C2C=C1)C=CC=C3)C3=CC=CC=C3 3-(2-methoxyphenyl)-3-phenyl-3,4-dihydrobenzo[f]quinoline